O=C1NC(CCC1N1C(C2=CC=C(C=C2C1=O)C1(CCN(CC1)CC1=CC=C(C=C1)COC)O)=O)=O 2-(2,6-dioxopiperidin-3-yl)-5-(4-hydroxy-1-(4-(methoxymethyl)benzyl)piperidin-4-yl)isoindoline-1,3-dione